C(CCC)C1=NC=2C(=C3C(=NC2N)C=CS3)N1CC1=CC=C(C=C1)CNC1CC(C1)(F)F 2-butyl-1-(4-(((3,3-difluorocyclobutyl)amino)methyl)benzyl)-1H-imidazo[4,5-d]thieno[3,2-b]pyridin-4-amine